N-(4-{[6-(5-chloro-2-fluoro-phenyl)-2H,3H,4H-pyrido[3,2-b][1,4]oxazin-8-yl]amino}pyridin-2-yl)-3-(4-methylpiperazin-1-yl)propanamide ClC=1C=CC(=C(C1)C=1C=C(C=2OCCNC2N1)NC1=CC(=NC=C1)NC(CCN1CCN(CC1)C)=O)F